tert-butyl 3-amino-4,4-diethoxypiperidine-1-carboxylate tert-Butyl-4-((tosyloxy)imino)piperidine-1-carboxylate C(C)(C)(C)OC(=O)N1CCC(CC1)=NOS(=O)(=O)C1=CC=C(C)C=C1.NC1CN(CCC1(OCC)OCC)C(=O)OC(C)(C)C